OCCN1CCN(CC1)CC#CC1=CC2=C(OC[C@@H](C(N2C)=O)NC(C(=O)NCCC2=CC=CC=C2)=O)C=C1 (S)-N1-(7-(3-(4-(2-hydroxyethyl)piperazin-1-yl)prop-1-yn-1-yl)-5-methyl-4-oxo-2,3,4,5-tetrahydrobenzo[b][1,4]oxazepin-3-yl)-N2-phenethyloxalamide